6-{[3-(8-{[(3S,4R)-3-fluoro-1-methylpiperidin-4-yl]amino}-3-(2,2,2-trifluoroethyl)imidazo[1,2-a]pyridin-2-yl)prop-2-yn-1-yl]amino}-7-methoxy-3,4-dihydro-2H-isoquinolin-1-one F[C@H]1CN(CC[C@H]1NC=1C=2N(C=CC1)C(=C(N2)C#CCNC=2C=C1CCNC(C1=CC2OC)=O)CC(F)(F)F)C